8-(4-(bis(4-fluorophenyl)methyl)-3-isobutyrylpiperazin-1-yl)-5-methyl-6-oxo-5,6-dihydro-1,5-naphthyridine-2-carbonitrile FC1=CC=C(C=C1)C(N1C(CN(CC1)C1=CC(N(C=2C=CC(=NC12)C#N)C)=O)C(C(C)C)=O)C1=CC=C(C=C1)F